C1(=CC=CC=C1)N(C(=O)NCC)C1=CC=CC=C1 N-phenyl-N'-ethylphenyl-urea